3-cyclopropoxy-1-isopropyl-4-nitro-1H-pyrazole C1(CC1)OC1=NN(C=C1[N+](=O)[O-])C(C)C